FC(OC[C@@H](C1=CC(=CC=C1)OC(F)F)NC(CC(O)C1(CC1)CC)=O)F N-((R)-2-(difluoromethoxy)-1-(3-(difluoromethoxy)phenyl)ethyl)-3-(1-ethylcyclopropyl)-3-hydroxypropanamide